[Na].FC1=C(C(=O)NC(CO)C=2OC=CC2)C=CN=C1 3-fluoro-N-[1-(2-furyl)-2-hydroxyethyl]isonicotinamide sodium